FC=1C=C(C=C(C1OC1=CC=NC2=CC(=CN=C12)OCCOC)F)NC(=O)C=1C=NC=CC1OC N-(3,5-difluoro-4-((7-(2-methoxyethoxy)-1,5-naphthyridin-4-yl)oxy)phenyl)-4-methoxypyridine-3-carboxamide